CSC1=CC(=NC=C1)N 4-(methylthio)-2-aminopyridine